Cl.CC1=C(C=CC=C1C(F)(F)F)[C@@H](C)N (1R)-1-[2-methyl-3-(trifluoromethyl)phenyl]ethan-1-amine hydrogen chloride